2-(6-(((R)-1-(3-(difluoromethyl)-2-fluorophenyl)ethyl)amino)-5-(1,3-dioxolan-2-yl)-2-methylpyrimidin-4-yl)-N-(1-(fluoromethyl)cyclopropyl)-2-(methylsulfonyl)acetamide FC(C=1C(=C(C=CC1)[C@@H](C)NC1=C(C(=NC(=N1)C)C(C(=O)NC1(CC1)CF)S(=O)(=O)C)C1OCCO1)F)F